methyl 3-((4-(5-benzamido-1-methyl-1H-pyrazol-3-yl)phenyl)carbamoyl)benzoate C(C1=CC=CC=C1)(=O)NC1=CC(=NN1C)C1=CC=C(C=C1)NC(=O)C=1C=C(C(=O)OC)C=CC1